ethyl 4-(4-methylnaphthalen-1-yl)-2-((4-(3-(piperazin-1-yl)propoxy)phenyl)sulfonamido)benzoate CC1=CC=C(C2=CC=CC=C12)C1=CC(=C(C(=O)OCC)C=C1)NS(=O)(=O)C1=CC=C(C=C1)OCCCN1CCNCC1